ClC=1C=C(C=C(C1)Cl)NC(=O)C1(OCOC1)C(=O)O 4-[(3,5-dichlorophenyl)carbamoyl]-1,3-dioxolane-4-carboxylic acid